((methylamino)methyl)picolinamide CNCC=1C(=NC=CC1)C(=O)N